[Si](C)(C)(C(C)(C)C)OCCCOC1=NN(C=C1[N+](=O)[O-])[C@@H]1C[C@@H](OCC1)C cis-3-(3-((tert-butyldimethylsilyl)oxy)propoxy)-1-(2-methyltetrahydro-2H-pyran-4-yl)-4-nitro-1H-pyrazole